BrC1=C2CC[C@@H](C2=CC=C1)OC1=C(C(=C(C=O)C=C1Cl)OC)F (S)-4-((4-bromo-2,3-dihydro-1H-inden-1-yl)oxy)-5-chloro-3-fluoro-2-methoxybenzaldehyde